COC(C=C1CCC2=CC(=CC=C12)Br)=O 2-(5-bromo-2,3-dihydro-1H-inden-1-ylidene)acetic acid methyl ester